2,7-dimethyl-5-[2-(3-methylpiperazin-1-yl)pyrido[2,3-b]pyrazin-6-yl]indazol-6-ol CN1N=C2C(=C(C(=CC2=C1)C=1C=CC=2C(=NC=C(N2)N2CC(NCC2)C)N1)O)C